S1C(=CC=C1)CN1CCOCC1 4-(2-thienylmethyl)-morpholine